tert-butyl ((7-(5-(3-cyanobenzo[b]thiophen-2-yl)-1-(trifluoromethyl)-1H-pyrazol-4-yl)-4-oxo-3,4-dihydrophthalazin-1-yl)methyl)carbamate C(#N)C=1C2=C(SC1C1=C(C=NN1C(F)(F)F)C1=CC=C3C(NN=C(C3=C1)CNC(OC(C)(C)C)=O)=O)C=CC=C2